ClC1=CNC2=CC=CC=C12 3-chloro-1H-indol